OCC1=CC=CC=N1 6-(hydroxymethyl)pyridin